FC1=C(C=CC(=C1)F)OB(O)O 2,4-difluorophenylboric acid